(E)-4-(4-(6-((4-(1-carboxypropan-2-yl)phenoxy)methyl)-1-cyclopentyl-1H-indazol-3-yl)phenoxy)but-2-enoic acid C(=O)(O)CC(C)C1=CC=C(OCC2=CC=C3C(=NN(C3=C2)C2CCCC2)C2=CC=C(OC/C=C/C(=O)O)C=C2)C=C1